2,6-diphenylbenzo[1,2-b:4,5-b']difuran C1(=CC=CC=C1)C1=CC=2C(O1)=CC1=C(OC(=C1)C1=CC=CC=C1)C2